indole-2-carboxylic acid (1H-[1,2,3]triazol-4-ylmethyl)-amide N1N=NC(=C1)CNC(=O)C=1NC2=CC=CC=C2C1